COP(OC)(=O)C1=C(N=C(S1)N(C(CC1=CC=C(C=C1)C1=C(C=CC(=C1)F)F)=O)C)C (2-(2-(2',5'-difluoro-[1,1'-biphenyl]-4-yl)-N-methylacetamido)-4-methylthiazol-5-yl)phosphonic acid dimethyl ester